2-(4-aminopiperidin-1-yl)-9-isopropyl-N-{[2-(pyrazin-2-yl)phenyl]methyl}purin-6-amine NC1CCN(CC1)C1=NC(=C2N=CN(C2=N1)C(C)C)NCC1=C(C=CC=C1)C1=NC=CN=C1